FC(C(F)(F)F)(C1=NN=C(S1)N)F 5-(perfluoroethyl)-1,3,4-thiadiazol-2-amine